C1=CC=CC=2C3=CC=CC=C3C(C12)COC(=O)N([C@@H](CCCCN)C(=O)O)C(CS(=O)(=O)O)=O (((9H-fluoren-9-yl)methoxy)carbonyl)-N2-(2-sulfoacetyl)-L-lysine